methyl 4-{2-[4-(4,4,5,5-tetramethyl-1,3,2-dioxaborolan-2-yl)-1H-pyrazol-1-yl]ethoxy}benzoate CC1(OB(OC1(C)C)C=1C=NN(C1)CCOC1=CC=C(C(=O)OC)C=C1)C